3,4-dihydroxyphenylethanediol OC=1C=C(C=CC1O)C(C)(O)O